O=C(C(=O)N)N1[C@H](C[C@H](CC1)C)C1=CC=CC=C1 |r| 2-oxo-2-[rac-(2R,4S)-4-methyl-2-phenyl-1-piperidyl]acetamide